2-ethyl-5,8-difluoro-3-((5-methoxy-4-(trifluoromethyl)pyridin-2-yl)methyl)naphthalene-1,4-dione C(C)C=1C(C2=C(C=CC(=C2C(C1CC1=NC=C(C(=C1)C(F)(F)F)OC)=O)F)F)=O